2,2,4-trimethyl-heptane CC(C)(CC(CCC)C)C